(6-2-Fluoroethoxy)-2-[2-(4-methylaminophenyl)ethenyl]benzoxazole FCCOC1=CC2=C(N=C(O2)C=CC2=CC=C(C=C2)NC)C=C1